BrC=1N(C=C(N1)[N+](=O)[O-])CC(C)C 2-Bromo-1-isobutyl-4-nitroimidazole